5-(1H-pyrazol-4-yl)-N-(3-(pyridin-2-yl)-1-(2,2,2-trifluoroethyl)-1H-pyrazol-4-yl)furan-2-carboxamide N1N=CC(=C1)C1=CC=C(O1)C(=O)NC=1C(=NN(C1)CC(F)(F)F)C1=NC=CC=C1